1-methylimidazole-2-carboxamide CN1C(=NC=C1)C(=O)N